FC=1C=C(OC=2C=C3C(=CN=CC3=CC2)I)C=C(C1)F 6-(3,5-difluorophenoxy)-4-iodoisoquinoline